BrC1=CC(=C(C=C1)N1C(NC(CC1)=O)=O)Cl 1-(4-bromo-2-chlorophenyl)hexahydropyrimidine-2,4-dione